N1(CCOCC1)C=1C=CC=C(C(=O)O)C1 5-morpholinylbenzoic acid